CC=1C2=C(N=CN1)N(C=C2)[C@@H]2O[C@@H]([C@H]1OC(O[C@H]12)(C)C)[C@@H]1OC[C@@H](C2=CC(=CC=C12)Cl)F 4-methyl-7-[(3aR,4R,6R,6aR)-2,2-dimethyl-6-[(1R,4R)-6-chloro-4-fluoro-isochroman-1-yl]-3a,4,6,6a-tetrahydrofuro[3,4-d][1,3]dioxol-4-yl]pyrrolo[2,3-d]pyrimidine